ClC1=NC(=C(C=C1C#N)F)Cl 2,6-dichloro-5-fluoro-3-pyridinecarbonitrile